BrC=1C=C(C=CC1)C[C@H](C(=O)OC(C)(C)C)C tert-butyl (R)-3-(3-bromophenyl)-2-methylpropionate